ClC=1C=C(C2=C(C=C([C@H](O2)C(F)(F)F)C(=O)O)C1)C([2H])([2H])O (S)-6-chloro-8-(hydroxymethyl-d2)-2-trifluoromethyl-2H-benzopyran-3-carboxylic acid